hexabutylditin CCCC[Sn](CCCC)CCCC.CCCC[Sn](CCCC)CCCC